3-(1-methylpyrazole-4-yl)prop-2-ynoic acid CN1N=CC(=C1)C#CC(=O)O